2-[1-[6-methyl-4-oxo-2-phenyl-3-(trifluoromethyl)chromen-8-yl]ethylamino]benzoic acid tert-butyl ester C(C)(C)(C)OC(C1=C(C=CC=C1)NC(C)C=1C=C(C=C2C(C(=C(OC12)C1=CC=CC=C1)C(F)(F)F)=O)C)=O